CSC1=C(C=CC(=C1)OC1=CC=NC=2NC(C=NC21)=O)NC(=O)NC=2SC(=NN2)C2=CC=CC=C2 1-(2-(methylthio)-4-((3-keto-3,4-dihydropyrido[2,3-b]pyrazin-8-yl)oxy)phenyl)-3-(5-phenyl-1,3,4-thiadiazol-2-yl)urea